(1R,4R)-4-morpholinocyclohexanamine hydrochloride C1CC(CCC1N)N2CCOCC2